tert-Butyl 3-(7-(thiazol-2-yl)-5-((5-(trifluoromethyl)pyridin-2-yl)oxy)benzo[d]oxazol-2-yl)-3,6-diazabicyclo[3.1.1]heptane-6-carboxylate S1C(=NC=C1)C1=CC(=CC=2N=C(OC21)N2CC1N(C(C2)C1)C(=O)OC(C)(C)C)OC1=NC=C(C=C1)C(F)(F)F